C(C1=CC=CC=C1)OC=1C=CC2=C(O[C@@H](CO2)CNC(=O)C2CC(N(CC2)C(N)=O)C)C1 1-Carbamoyl-methyl-piperidine-4-carboxylic acid ((R)-7-benzyloxy-2,3-dihydro-benzo[1,4]dioxin-2-ylmethyl)-amide